Benzotriazole-2-acetic acid N=1N(N=C2C1C=CC=C2)CC(=O)O